C(\C=C\C(=O)[O-])(=O)[O-].C(C)(C)[NH2+]C1=NC(=NC=C1OC)C1=NC=CC=C1.C(C)(C)[NH2+]C1=NC(=NC=C1OC)C1=NC=CC=C1 Isopropyl-(5-methoxy-2-pyridin-2-yl-pyrimidin-4-yl)ammonium fumarate